C(#N)C1=CC=C(C=C1)C1CC(=NN1)C1=CC=C(OC2=CC(=NC=C2)C(=O)NC)C=C1 4-(4-(5-(4-Cyanophenyl)-4,5-dihydro-1H-pyrazol-3-yl)phenoxy)-N-methylpicolinamide